CC1(CN(CCN1)C=1C=2N(C=C(C1)S(=O)(=O)N)C=NC2)C 8-(3,3-dimethylpiperazin-1-yl)imidazo[1,5-a]pyridine-6-sulfonamide